2-(5-(4-(aminomethyl)-1-oxo-1,2-dihydrophthalazin-6-yl)pyridin-3-yl)-4-fluorobenzonitrile NCC1=NNC(C2=CC=C(C=C12)C=1C=C(C=NC1)C1=C(C#N)C=CC(=C1)F)=O